n-eicosyl Acrylate C(C=C)(=O)OCCCCCCCCCCCCCCCCCCCC